5-(((3-(3-cyclopropyl-4-(quinoxalin-2-yl)-1H-pyrazol-1-yl)cyclobutyl)amino)methyl)-2-(2,6-dioxopiperidin-3-yl)isoindoline-1,3-dione C1(CC1)C1=NN(C=C1C1=NC2=CC=CC=C2N=C1)C1CC(C1)NCC=1C=C2C(N(C(C2=CC1)=O)C1C(NC(CC1)=O)=O)=O